4-bromo-2-ethyl-2-iodobenzene BrC1=CC(CC=C1)(I)CC